(2RS)-7-[6-(Difluoromethyl)imidazo[1,5-a]pyrimidin-2-yl]oxy-6-fluoro-N-(2-oxo-2-pyrrolidin-1-yl-ethyl)-N-[(2R)-2-cyclobutyl-2-phenyl-ethyl]chromane-2-carboxamide FC(C1=NC=C2N1C=CC(=N2)OC2=C(C=C1CC[C@@H](OC1=C2)C(=O)N(C[C@@H](C2=CC=CC=C2)C2CCC2)CC(N2CCCC2)=O)F)F |&1:18|